[Li].[Am].COC1=CC=C(C=C1)C1=CC=CC=C1 6-(4-methoxyphenyl)benzol americium-lithium